(1r,4r)-4-[(2,5-dioxo-2,5-dihydro-1H-pyrrol-1-yl)methyl]-N-[(1R,3S)-3-{[2-(trifluoromethyl)quinolin-4-yl]amino}cyclohexyl]cyclohexane-1-carboxamide O=C1N(C(C=C1)=O)CC1CCC(CC1)C(=O)N[C@H]1C[C@H](CCC1)NC1=CC(=NC2=CC=CC=C12)C(F)(F)F